(1'-(tert-butoxycarbonyl)-1',2',3',6'-tetrahydro-[2,4'-bipyridin]-5-yl)boronic acid C(C)(C)(C)OC(=O)N1CCC(=CC1)C1=NC=C(C=C1)B(O)O